2-Acetyl-5-[(cyclopropylmethyl)sulfonyl]-N-[4-(1,1,1,3,3,3-hexafluoro-2-hydroxypropan-2-yl)phenyl]-2,3-dihydro-1H-isoindol-1-carboxamid C(C)(=O)N1C(C2=CC=C(C=C2C1)S(=O)(=O)CC1CC1)C(=O)NC1=CC=C(C=C1)C(C(F)(F)F)(C(F)(F)F)O